CN1C(C(=C(C(=C1)C)[O-])NC(N[C@@H](CC(=O)[O-])C=1C=C(C=CC1)C1=C(C=CC(=C1)OC)C)=O)=O.[Na+].[Na+] sodium (S)-3-(3-(1,5-dimethyl-4-oxido-2-oxo-1,2-dihydropyridin-3-yl)ureido)-3-(5'-methoxy-2'-methylbiphenyl-3-yl)propanoate